COC1=CC=C(CSC2=NN(C=N2)C)C=C1 3-((4-methoxybenzyl)thio)-1-methyl-1H-1,2,4-triazole